ClCCCNS(=O)(=O)N[C@@H]1CC(CN(C1)C(=O)OC(C)(C)C)(F)F tert-butyl (5R)-5-{[(3-chloropropyl)sulfamoyl]amino}-3,3-difluoropiperidine-1-carboxylate